9-(4-chloro-2-fluoro-phenyl)-7-[(2R,4S)-2-(6-keto-1H-pyridin-3-yl)tetrahydropyran-4-yl]-2,3-dimethyl-pyrazino[1,2-a]pyrimidin-4-one ClC1=CC(=C(C=C1)C1=NC(=CN2C1=NC(=C(C2=O)C)C)[C@@H]2C[C@@H](OCC2)C2=CNC(C=C2)=O)F